2-[(2S,3R)-3-[tert-butyl(dimethyl)silyl]oxy-2-(cyclopentoxy)-3-(3-methoxy-4-methyl-phenyl)propyl]-6-ethoxy-1,3-benzothiazole-4-carboxylic acid [Si](C)(C)(C(C)(C)C)O[C@@H]([C@H](CC=1SC=2C(N1)=C(C=C(C2)OCC)C(=O)O)OC2CCCC2)C2=CC(=C(C=C2)C)OC